4-((2-(difluoromethyl)-6-methyl-7-phenyl-1H-imidazo[4,5-c]pyridin-1-yl)methyl)-3,5-difluorobenzenesulfonamide FC(C=1N(C2=C(C=NC(=C2C2=CC=CC=C2)C)N1)CC1=C(C=C(C=C1F)S(=O)(=O)N)F)F